bisthietanyl sulfide S1C(CC1)SC1SCC1